CN1C(C(C2=CC(=CC=C12)C#N)(CS(=O)(=O)N(C)C)C)=O 1,3-dimethyl-5-cyano-3-(N,N-dimethylaminosulfonylmethyl)-2-oxo-indole